(ketoprofen) lysine salt N[C@@H](CCCCN)C(=O)O.OC(=O)C(C)C1=CC(C(=O)C2=CC=CC=C2)=CC=C1